2,9,15,17-tetraazaeicosane-14,18,20-tricarboxylic acid CNCCCCCCNCCCCC(NCNC(CCC(=O)O)C(=O)O)C(=O)O